[Al](Cl)(Cl)Cl.C(CCC)N1C=[N+](C=C1)C 1-butyl-3-methylimidazolium aluminum chloride salt